ClC1=C(C=CC(=N1)CNC(C)=O)O N-((6-chloro-5-hydroxypyridin-2-yl)methyl)acetamide